N-((S)-2-cyano-1-(4-(ethylsulfonyl)phenyl)ethyl)-2-((2S,4S)-2-((difluoromethoxy)methyl)-4-(((1r,4S)-4-methoxycyclohexyl)amino)pyrrolidin-1-yl)thiazole-5-carboxamide C(#N)C[C@@H](C1=CC=C(C=C1)S(=O)(=O)CC)NC(=O)C1=CN=C(S1)N1[C@@H](C[C@@H](C1)NC1CCC(CC1)OC)COC(F)F